3-[2-(dimethylamino)ethyl]-5-acetoxyindole CN(CCC1=CNC2=CC=C(C=C12)OC(C)=O)C